5-methyl-4-[[4-methyl-6-(4-methylimidazol-1-yl)-3-pyridyl]sulfonyl]-1,3-dihydroquinoxalin-2-one CC1=C2N(CC(NC2=CC=C1)=O)S(=O)(=O)C=1C=NC(=CC1C)N1C=NC(=C1)C